ClC=1C=C(C=C(C1)F)[C@H]1[C@@H](CN(CC1)C(=O)C=1C=2N(C=CC1)C=NC2)NC([C@H](C(C)C)NC(OC(C)(C)C)=O)=O tert-butyl ((S)-1-(((3S,4S)-4-(3-chloro-5-fluorophenyl)-1-(imidazo[1,5-a]pyridine-8-carbonyl)piperidin-3-yl)amino)-3-methyl-1-oxobutan-2-yl)carbamate